ClC=1C=C(C=C(C1OC=1C=CC2=C(N(C(=N2)OC)C2(CC2)C)C1)Cl)NC(=O)C1=NOC(N1)=O N-(3,5-dichloro-4-((2-methoxy-1-(1-methylcyclopropyl)-1H-benzo[d]imidazol-6-yl)oxy)phenyl)-5-oxo-4,5-dihydro-1,2,4-oxadiazole-3-carboxamide